3-(2-chloro-5-methoxyphenyl)pyridine-2,3-diamine ClC1=C(C=C(C=C1)OC)C1(C(N=CC=C1)N)N